(S)-4-(4-((5-fluoro-4-(8-fluoro-2-(2-hydroxypropan-2-yl)-3-methyl-3,4-dihydro-5-oxa-1,2a-diazaacenaphthylene-6-yl)pyrimidin-2-yl)amino)phenyl)morpholin-3-one FC=1C(=NC(=NC1)NC1=CC=C(C=C1)N1C(COCC1)=O)C1=C2OC[C@@H](N3C(=NC(C(=C1)F)=C32)C(C)(C)O)C